C1(CCCCC1)OC(=O)C1C2C=CC(C1C(=O)OC1CCCCC1)C2 5,6-di(cyclohexyloxycarbonyl)bicyclo[2.2.1]-2-heptene